C(C)(C)(C)OC(=O)N1CC(C1)(CC#N)N1N=CC(=C1)C1=CC=CC=2N1N=C(N2)N 3-(4-(2-amino-[1,2,4]triazolo[1,5-a]pyridin-5-yl)-1H-pyrazol-1-yl)-3-(cyanomethyl)azetidine-1-carboxylic acid tert-butyl ester